C[Si](Cl)(Cl)C Dimethyl-Dichlorosilane